C1(CC1)C1=NC(=NO1)C=1C=C2CCC3(NC(OC3)=O)C2=CC1 5-(5-cyclopropyl-1,2,4-oxadiazol-3-yl)-2,3-dihydrospiro[indene-1,4'-oxazolidin]-2'-one